3,4,10-trihydroxy-11-[(2S,3R,4S,6R)-3-hydroxy-6-methyl-4-[methyl-[[4-(trifluoromethyl)phenyl]sulfamoyl]amino]oxan-2-yl]oxy-3,5,8,10,12,14-hexamethyl-15-oxo-1-oxa-6-azacyclopentadecane OC1(COC(C(CC(C(C(CC(CNC(C1O)C)C)(C)O)O[C@@H]1O[C@@H](C[C@@H]([C@H]1O)N(S(NC1=CC=C(C=C1)C(F)(F)F)(=O)=O)C)C)C)C)=O)C